3,5-difluoropicolinic acid FC=1C(=NC=C(C1)F)C(=O)O